C(C1=CC=CC=C1)N1C=NC2=CC=C(C=C2C1=O)C1=CC(=C(C=C1)N)N 3-benzyl-6-(3,4-diaminophenyl)-quinazolin-4(3H)-one